tert-butyl (tert-butoxycarbonyl)(7-(3-(4-(4-chlorophenyl)-3,3-difluoro-4-hydroxybutoxy)-2-fluorophenyl)-[1,2,4]triazolo[1,5-a]pyridin-2-yl)carbamate C(C)(C)(C)OC(=O)N(C(OC(C)(C)C)=O)C1=NN2C(C=C(C=C2)C2=C(C(=CC=C2)OCCC(C(O)C2=CC=C(C=C2)Cl)(F)F)F)=N1